2-[(2-bromo-4-methylimidazol-1-yl)methoxy]ethyltrimethylsilane BrC=1N(C=C(N1)C)COCC[Si](C)(C)C